CC1=C(C=CC=C1C)C1CC2(C1)CCN(CC2)C(=O)C2CC1(C2)NCCC1 (2r,4s)-2-[2-(2,3-Dimethylphenyl)-7-azaspiro[3.5]nonane-7-carbonyl]-5-azaspiro[3.4]octan